N[C@H](C(=O)N)CC1C(NC2=CC(=CC=C12)C)=O (2S)-2-amino-3-(6-methyl-2-oxo-indolin-3-yl)propanamide